6'-fluoro-1'-oxospiro[azetidine-3,2'-indene]-1-carboxylic acid tert-butyl ester C(C)(C)(C)OC(=O)N1CC2(C(C3=CC(=CC=C3C2)F)=O)C1